C1=CC=CC=2OC=3C=CC=C4OC=5C=CC=CC5N(C34)C12 5,9-dioxa-13b-aza-13bH-naphtho[3,2,1-de]anthracene